(R)-6-(2-(3-fluorophenyl)pyrrolidin-1-yl)-3-(6-(piperazin-1-yl)pyridin-2-yl)imidazo[1,2-b]-Pyridazine FC=1C=C(C=CC1)[C@@H]1N(CCC1)C=1C=CC=2N(N1)C(=CN2)C2=NC(=CC=C2)N2CCNCC2